[K+].[K+].N[C@@H](CC1=CC=C(C=C1)O)C(=O)[O-].N[C@@H](CC1=CC=C(C=C1)O)C(=O)[O-] L-tyrosine dipotassium salt